NC1=NC=NN2C1=C(C=C2C2CCN(CC2)C(C(C)C)=O)C2=CC=C(C=C2)NC(=O)C2=CN(C(=C(C2=O)C2=CC=NN2C)C)C(C)C N-(4-(4-amino-7-(1-isobutyrylpiperidin-4-yl)pyrrolo[2,1-f][1,2,4]triazin-5-yl)phenyl)-1-isopropyl-6-methyl-5-(1-methyl-1H-pyrazol-5-yl)-4-oxo-1,4-dihydropyridine-3-carboxamide